OC(C(=O)O)C(C)C1=CC(=CC=C1)N1C(C2=CC=CC(=C2C1)C(F)(F)F)=O cis-2-hydroxy-3-(3-(1-oxo-4-(trifluoromethyl)isoindolin-2-yl)phenyl)butanoic acid